O=S1(CCN(CC1)C(=O)C1=C(C(=C(C=C1)NC(=O)C1CC1)C)N1CCCC1)=O N-[4-(1,1-dioxo-1,4-thiazinane-4-carbonyl)-2-methyl-3-pyrrolidin-1-ylphenyl]cyclopropanecarboxamide